2,2-dimethylethenyl-boronic acid CC(=CB(O)O)C